C1(=CC=CC=C1)C(C1=CC=CC=C1)=[Hf](C1C2=CC=CC=C2C=2C=CC=CC12)C1C=CC=C1 diphenylmethylene(cyclopentadienyl)(9-fluorenyl)hafnium